FC1CN(CC1)CC=1C=C(C=C(C1)C(F)(F)F)NC(=O)C1=CSC=2CN(CCC21)C(=O)C2=CN=C1N2C=CC=C1 N-(3-((3-Fluoropyrrolidin-1-yl)methyl)-5-(trifluoromethyl)phenyl)-6-(imidazo[1,2-a]pyridin-3-carbonyl)-4,5,6,7-tetrahydrothieno[2,3-c]pyridin-3-carboxamid